C(C)C1=C(NC(C(=O)O)=O)C(=CC=C1)C 2-(2-ethyl-6-methyl-anilino)-2-oxo-acetic acid